ClC=1C(=C(C(=O)OC(C)(C)C)C(=CC1)I)C tert-butyl 3-chloro-6-iodo-2-methylbenzoate